FC(C(=O)O)(F)F.N1CCC(CC1)SC1=NC=C(C=O)C=C1 6-(piperidin-4-ylthio)nicotinaldehyde trifluoroacetate salt